C(=O)(OC(C)(C)C)N1C[C@@H](CC1)N (R)-(+)-1-BOC-3-amino-pyrrolidine